5-cyclopropyl-N-(2-(2,6-dioxopiperidin-3-yl)-1-oxoisoindolin-5-yl)indoline-1-carboxamide C1(CC1)C=1C=C2CCN(C2=CC1)C(=O)NC=1C=C2CN(C(C2=CC1)=O)C1C(NC(CC1)=O)=O